4-methyl-5-(4-methyl-phenyl)pent-4-enal CC(CCC=O)=CC1=CC=C(C=C1)C